methyl 3-(9-((4-(aminomethyl)phenyl)carbamoyl)-4,5-dihydrobenzo[b]thieno[2,3-d]oxepin-8-yl)-6-(piperidin-1-yl)picolinate NCC1=CC=C(C=C1)NC(=O)C1=CC2=C(OCCC3=C2SC=C3)C=C1C=1C(=NC(=CC1)N1CCCCC1)C(=O)OC